COC(=O)C=1C(NC2=C(C(=CC=C2C1)C(C)C)NC(C)=O)=O 8-acetamido-7-isopropyl-2-oxo-1,2-dihydroquinoline-3-carboxylic acid methyl ester